3-(5,5-dimethyl-1,3-dioxan-2-yl)-5-fluoro-4-(4-methoxybenzyloxy)benzoic acid CC1(COC(OC1)C=1C=C(C(=O)O)C=C(C1OCC1=CC=C(C=C1)OC)F)C